NC(=CCCCC)N diaminohexene